((trifluoromethyl)sulfonyl)amide FC(S(=O)(=O)[NH-])(F)F